benzyl N-(3-piperazin-1-ylpropyl)carbamate N1(CCNCC1)CCCNC(OCC1=CC=CC=C1)=O